P(=O)(O[Si](C)(C)C)(O[Si](C)(C)C)O Bis(Trimethylsilyl) hydrogen phosphate